pyridylphthalic acid N1=C(C=CC=C1)C1=C(C(C(=O)O)=CC=C1)C(=O)O